tert-butyl (3aR,6aS)-5-(4-bromophenyl)-5-hydroxyhexahydrocyclopenta[c]pyrrole-2(1H)-carboxylate BrC1=CC=C(C=C1)C1(C[C@@H]2[C@@H](CN(C2)C(=O)OC(C)(C)C)C1)O